C1(=CC=CC=C1)C1=NC(=NC(=N1)C1=CC=CC=C1)C1=CC(=CC2=C1SC1=C2C=CC=C1)N1C2=CC=CC=C2C=2C=CC(=CC12)C1=CC=CC=C1 9-[4-(4,6-diphenyl-1,3,5-triazin-2-yl)-2-dibenzothienyl]-2-phenyl-9H-carbazole